O=C1NC(CCC1N1C(C2=CC=CC(=C2C1)N(C1CCC(CC1)C(=O)N)CCCCC)=O)=O (1r,4r)-4-((2-(2,6-dioxopiperidin-3-yl)-1-oxoisoindolin-4-yl)(pentyl)amino)cyclohexane-1-carboxamide